CC=1C(C(C(C(=O)N=SCC=2N=C3N(C=CC(=C3)C3=NOC(=N3)C(F)(F)F)C2)=CC1)C(F)(F)F)=O methyl(oxo)((7-(5-(trifluoromethyl)-1,2,4-oxadiazol-3-yl)imidazo[1,2-a]pyridin-2-yl)methyl-sulfaneylidene)-2-(trifluoromethyl)benzamide